C1(C=CC=C1)C=1SC=CC1 cyclopentadienyl-thiophene